NC1=CC(=C(C2=CC=CC=C12)OC=1N=C(SC1C1=NC(=NC=C1)N[C@@H]1CN(C[C@H](C1)F)C(=O)OC(C)(C)C)C)C tert-butyl (3S,5S)-3-[[4-[4-[(4-amino-2-methyl-1-naphthyl)oxy]-2-methyl-thiazol-5-yl]pyrimidin-2-yl]amino]-5-fluoro-piperidine-1-carboxylate